[C@H]12C(C[C@H](CC1)C2)COC2=NNC=C2 3-[[(1S,4R)-norcamphan-2-yl]methoxy]-1H-pyrazole